[6-(1,3-dimethylpyrazol-4-yl)-2-methoxy-3-pyridinyl]-5-methyl-3-phenyl-isoxazole-4-carboxamide CN1N=C(C(=C1)C1=CC=C(C(=N1)OC)NC(=O)C=1C(=NOC1C)C1=CC=CC=C1)C